N-(6-((2-((2-methoxy-5-methyl-4-(4-(4-methylpiperazin-1-yl)piperidin-1-yl)phenyl)amino)-5-(trifluoromethyl)pyrimidin-4-yl)amino)quinoxalin-5-yl)methanesulfonamide COC1=C(C=C(C(=C1)N1CCC(CC1)N1CCN(CC1)C)C)NC1=NC=C(C(=N1)NC=1C(=C2N=CC=NC2=CC1)NS(=O)(=O)C)C(F)(F)F